NC=1C2=C(SC1C(=O)O)C(=CC=C2)C=2C=C1CN(C(C1=CC2)=O)C 3-Amino-7-(2-methyl-1-oxoisoindol-5-yl)benzo[b]thiophene-2-carboxylic acid